C(C)(CC)NC1=CC=C(C=C1)NC(C)CC di-sec-butyl-p-phenylendiamine